N-(2-(2-ethoxypyrimidin-4-yl)-1-isobutyl-1H-pyrrolo[3,2-c]pyridin-6-yl)-1-methyl-1H-pyrazole-4-carboxamide C(C)OC1=NC=CC(=N1)C1=CC=2C=NC(=CC2N1CC(C)C)NC(=O)C=1C=NN(C1)C